ethyl 3-(1,1-dimethylethyl)-5-hexenoate CC(C)(C)C(CC(=O)OCC)CC=C